(2S,3R,4S,5R)-2-(3-((((1R,2R,3R,5S)-2,6,6-trimethylbicyclo[3.1.1]heptan-3-yl)amino)methyl)-1H-indol-1-yl)tetrahydro-2H-pyran-3,4,5-triyl triacetate C(C)(=O)O[C@H]1[C@H](OC[C@H]([C@@H]1OC(C)=O)OC(C)=O)N1C=C(C2=CC=CC=C12)CN[C@H]1[C@@H]([C@@H]2C([C@H](C1)C2)(C)C)C